bis(2,6-dimethoxybenzoyl)-(1-Methylpropan-1-yl)phosphine oxide COC1=C(C(=O)P(C(CC)C)(C(C2=C(C=CC=C2OC)OC)=O)=O)C(=CC=C1)OC